C1CCC2=C(C=3CCCC3C=C12)NC(=O)N=[S@@](=O)(N)C=1C=NN2C1O[C@H](C2)C (S,2S)-N'-((1,2,3,5,6,7-hexahydro-s-indacen-4-yl)carbamoyl)-2-methyl-2,3-dihydropyrazolo[5,1-b]oxazole-7-sulfonimidamide